[(6-bromopyridin-3-yl)methyl]dimethylamine BrC1=CC=C(C=N1)CN(C)C